1,1-bis(4-carboxyphenyl)-1-phenylethane C(=O)(O)C1=CC=C(C=C1)C(C)(C1=CC=CC=C1)C1=CC=C(C=C1)C(=O)O